Cl.N[C@@H](C(=O)N([C@@H](C)C(=O)OC)CC1=CC=CC=C1)CC methyl N-((R)-2-aminobutanoyl)-N-benzyl-L-alaninate hydrogen chloride